BrC[C@](C(=O)NC=1C=NC(=NC1)C#N)(C)O (R)-3-bromo-N-(2-cyanopyrimidin-5-yl)-2-hydroxy-2-methylpropanamide